N1(CCC1)CC(=O)NC=1C=C2CC(CC2=C(C1)F)CNCCC1CN(C(O1)=O)C1=NC2=C(OCC(N2)=O)N=C1 2-(azetidin-1-yl)-N-[7-fluoro-2-[[2-[2-oxo-3-(3-oxo-4H-pyrazino[2,3-b][1,4]oxazin-6-yl)oxazolidin-5-yl]ethylamino]methyl]indan-5-yl]acetamide